ClC=1C=C2C=NC(=NC2=CC1N1CCC(CC1)N1CC(C1)O)NC=1C=NN(C1Cl)CC(F)F 1-[1-(6-chloro-2-{[5-chloro-1-(2,2-difluoroethyl)-1H-pyrazol-4-yl]amino}quinazolin-7-yl)piperidin-4-yl]azetidin-3-ol